(2S,5R)-N-{[(2R,4R)-4-(1H-imidazol-1-ylmethyl)-pyrrolidin-2-yl]methyloxy}-7-oxo-6-(sulfooxy)-1,6-diazabicyclo[3.2.1]octane-2-carboxamide N1(C=NC=C1)C[C@@H]1C[C@@H](NC1)CONC(=O)[C@H]1N2C(N([C@H](CC1)C2)OS(=O)(=O)O)=O